3-(4-(4-(dimethoxymethyl)piperidin-1-yl)-3-methyl-2-oxo-2,3-dihydro-1H-benzo[d]imidazol-1-yl)piperidine-2,6-dione COC(C1CCN(CC1)C1=CC=CC=2N(C(N(C21)C)=O)C2C(NC(CC2)=O)=O)OC